OC[N+]1=CC(=CC=C1)CO 1,3-dihydroxymethylpyridinium